C1(CC1)CN1C(O[C@@H](C1)C=1N(C2=C(C=NC=3C=CC(=CC23)C#N)N1)[C@H]1C[C@H](OCC1)C)=O 2-[(5S)-3-(cyclopropylmethyl)-2-oxo-1,3-oxazolidin-5-yl]-1-[(2R,4R)-2-methyloxan-4-yl]-1H-imidazo[4,5-c]quinoline-8-carbonitrile